4-Nitrophenyl α-L-rhamnopyranoside O([C@H]1[C@H](O)[C@H](O)[C@@H](O)[C@@H](O1)C)C1=CC=C(C=C1)[N+](=O)[O-]